4-amino-3-ethynyl-N-(prop-2-yn-1-yl)benzamide NC1=C(C=C(C(=O)NCC#C)C=C1)C#C